C[Si](OC)(C)C methyl-dimethylmethoxysilane